[(2R,3S,5R)-5-{4-chloro-5-cyclopentyl-7H-pyrrolo[2,3-d]pyrimidin-7-yl}-3-(4-methylbenzoyloxy)oxolan-2-yl]methyl 4-methylbenzoate CC1=CC=C(C(=O)OC[C@H]2O[C@H](C[C@@H]2OC(C2=CC=C(C=C2)C)=O)N2C=C(C3=C2N=CN=C3Cl)C3CCCC3)C=C1